NCC1([C@H]2CN(C[C@@H]12)C=1N(C(C2=C(N1)NN=C2C2=C(C1=C(N=C(S1)C)C=C2)Cl)=O)C)C=2SC=C(N2)C 6-((1R,5S,6r)-6-(aminomethyl)-6-(4-methylthiazol-2-yl)-3-azabicyclo[3.1.0]hexan-3-yl)-3-(7-chloro-2-methylbenzo[d]thiazol-6-yl)-5-methyl-1,5-dihydro-4H-pyrazolo[3,4-d]pyrimidin-4-one